C/C(/C(=O)O)=C/C(C)C1=NOC(=N1)C methyl-(Z)-4-(5-methyl-1,2,4-oxadiazol-3-yl)pent-2-enoic acid